FC1=C(C(=CC(=C1)OC)F)[C@H]1[C@@H](C(NC1)=O)NC(=O)NC1=CC=C(C=C1)F |o1:10,11| (-)-1-[(3S*,4R*)-4-(2,6-difluoro-4-methoxyphenyl)-2-oxopyrrolidin-3-yl]-3-(4-fluoro-phenyl)urea